OC=1C=C(C=CC1C(=O)N1CC2(C1)CC(C2)N2CCC(CC2)C2=CNC1=CC=C(C=C21)C)C (3-hydroxy-4-tolyl){6-[4-(5-methyl-3-indolyl)-1-piperidyl]-2-aza-2-spiro[3.3]heptyl}methanone